CC1(CCC(CC1)C1=CC=C(C=C1)NC1CCC(CC1)CCNC(=O)[C@@H]1NC(NC(C1)=O)=O)C (R)-N-(2-(4-((4-(4,4-dimethylcyclohexyl)phenyl)amino)cyclohexyl)ethyl)-2,6-dioxohexahydropyrimidine-4-carboxamide